4-(4-chloro-6,7-dimethoxyquinazolin-2-yl)morpholine ClC1=NC(=NC2=CC(=C(C=C12)OC)OC)N1CCOCC1